bisphenol-a nitrogen [N].OC1=CC=C(C=C1)C(C)(C)C1=CC=C(C=C1)O